O1C(OCC1)C=1C=CC(=NC1)NC1=C(C=CC=C1)OC [5-(1,3-Dioxolan-2-yl)pyridin-2-yl]-2-methoxyaniline